ethyloctynol CCCCC(CC)C(C#C)O